FC(OC1=CC(=C(C=C1)N1C(N([C@@H](C1)C#N)C1=CN=CC2=CC=CC=C12)=O)F)F (S)-1-(4-(difluoromethoxy)-2-fluorophenyl)-3-(isoquinolin-4-yl)-2-oxoimidazolidine-4-carbonitrile